BrC1=NN(C2=NC(=NC(=C21)NC2CCCCC2)NC2=C(C=C(C=C2)N2CCOCC2)OC)CC2=CC=C(C=C2)OC 3-bromo-N4-cyclohexyl-N6-(2-methoxy-4-morpholinophenyl)-1-(4-methoxybenzyl)-1H-pyrazolo[3,4-d]pyrimidine-4,6-diamine